FC1=NNC=2C=CC3=C(C12)CCCC(=C3C3=CC=C(C=N3)N3CCC(CC3)C=O)CC(F)(F)F 1-(6-(1-fluoro-7-(2,2,2-trifluoroethyl)-3,8,9,10-tetrahydrocyclohepta[e]indazol-6-yl)pyridin-3-yl)piperidine-4-carbaldehyde